2-methyl-4-(oxetan-4-yl)piperazine tert-butyl-(3R)-3-(2-(3-(4-bromo-6-chloro-1-(tetrahydro-2H-pyran-2-yl)-1H-indazol-5-yl)propyl)-2H-1,2,3-triazol-4-yl)piperidine-1-carboxylate C(C)(C)(C)OC(=O)N1C[C@@H](CCC1)C1=NN(N=C1)CCCC=1C(=C2C=NN(C2=CC1Cl)C1OCCCC1)Br.CC1NCCN(C1)C1CCO1